N-(2-((3S,4R)-3-fluoro-4-methoxyPiperidin-1-yl)pyrimidin-4-yl)-5-isopropyl-8-((2R,3S)-2-methyl-3-(((R)-methylsulfinyl)methyl)azetidin-1-yl)isoquinolin-3-amine F[C@H]1CN(CC[C@H]1OC)C1=NC=CC(=N1)NC=1N=CC2=C(C=CC(=C2C1)C(C)C)N1[C@@H]([C@H](C1)C[S@](=O)C)C